2-(benzyl-(tert-butoxycarbonyl)amino)-6-bromo-1H-benzo[d]imidazole-4-carboxylic acid methyl ester COC(=O)C1=CC(=CC=2NC(=NC21)N(C(=O)OC(C)(C)C)CC2=CC=CC=C2)Br